CC1=C(C2=CC=CC=C2C=C1)N1C(C=CC1=O)=O (2-methylnaphthalen-1-yl)-1H-pyrrole-2,5-dione